ClC1=CC=C(C=C1)N1C(N=C(C1)N1CCCCC1)=O 1-(4-chlorophenyl)-4-(piperidin-1-yl)-1H-imidazol-2(5H)-one